2-(4-acetylphenyl)-7,7-dimethyl-1,3-dioxo-2,3,5,12b-tetrahydro-1H,7H-chromeno[4,3-c][1,2,4]triazolo[1,2-a]pyridazin-10-yl tert-butylethane-1,2-diylbis(methylcarbamate) C(C)(C)(C)C(CN(C([O-])=O)C)N(C(OC=1C=CC2=C(C1)OC(C=1C2N2N(CC1)C(N(C2=O)C2=CC=C(C=C2)C(C)=O)=O)(C)C)=O)C